IC1=CC=C(C=C1)N1CCN(CC1)CCOC 1-(4-iodophenyl)-4-(2-methoxyethyl)piperazine